P(=O)(O)(O)O[C@H]1[C@]([C@@H](O[C@@H]1C(O)C)N1C(=O)NC(=O)C=C1)(O)F 2'-fluoro-5'-methyluridine-3'-phosphate